[C].C1CC=CC=2C3=CC=CC=C3C=CC12 dihydrophenanthrene carbon